2-amino-6-methoxypyridine-3,5-dicarbonitrile NC1=NC(=C(C=C1C#N)C#N)OC